1,2-dimethylpyridinium mesylate S(C)(=O)(=O)[O-].C[N+]1=C(C=CC=C1)C